N-(3-(6-((S)-1-hydroxypropyl)-4-methylpyridin-3-yl)-2-(1-methyl-1H-imidazol-2-yl)-1,6-naphthyridin-7-yl)cyclopropane-1-carboxamide O[C@@H](CC)C1=CC(=C(C=N1)C=1C(=NC2=CC(=NC=C2C1)NC(=O)C1CC1)C=1N(C=CN1)C)C